6'-Cyclopropyl-N4-{[1-(ethoxymethyl)cyclopentyl]methyl}-N4-methyl-5'-(trifluoromethyl)[2,3'-bipyridine]-4,5,6-triamine C1(CC1)C1=C(C=C(C=N1)C1=NC(=C(C(=C1)N(C)CC1(CCCC1)COCC)N)N)C(F)(F)F